O=C1NC2=CC=CC(=C2C1=O)C1=CC=C(CCNC(=O)C=2N=C(SC2)C#C)C=C1 N-(4-(2,3-Dioxoindolin-4-yl)phenethyl)-2-ethynylthiazole-4-carboxamide